1-(2-chlorophenyl)-2-(isobutylamino)ethanol ClC1=C(C=CC=C1)C(CNCC(C)C)O